FC1=CC=2C3=C(NC2C=C1)CCN(C3)C(=O)C3=NNC(=C3)C(F)(F)F (8-fluoro-1,3,4,5-tetrahydropyrido[4,3-b]indol-2-yl)-[5-(trifluoromethyl)-1H-pyrazol-3-yl]methanone